ClC1=C(C=2N=C(N=C(C2C(=N1)OCCC1[C@@H]2CC[C@H](CN1)N2C(=O)OC(C)(C)C)O)SC)F tert-butyl (1S,5R)-2-(2-((7-chloro-8-fluoro-4-hydroxy-2-(methylsulfanyl) pyrido[4,3-d]pyrimidin-5-yl) oxy) ethyl)-3,8-diazabicyclo[3.2.1]octane-8-carboxylate